C(C)(C)(C)OC(=O)N1CCN(CC1)C1=CC=C(C=C1)NC=O 4-(4-Formylaminophenyl)piperazine-1-carboxylic acid tert-butyl ester